C1(=CC=CC=C1)COC(=O)N1C[C@H](NCC1)CCOC1=C2C(NC=NC2=CC(=C1Cl)Br)=O (R)-3-(2-((7-bromo-6-chloro-4-oxo-3,4-dihydroquinazolin-5-yl)oxy)ethyl)piperazine-1-carboxylic acid phenylmethyl ester